ClC1=CC(=NC=N1)NCC=1N=C2N(C=C(C=C2OC2CN(C2)C(=O)OC(C)(C)C)C2CC2)C1 tert-butyl 3-((2-(((6-chloropyrimidin-4-yl)amino)methyl)-6-cyclopropylimidazo[1,2-a]pyridin-8-yl)oxy)azetidine-1-carboxylate